7,7,9,9-tetramethyl-2-cycloundecyl-1-oxa-3,8-di-aza-4-oxospiro-[4.5]decane CC1(CC2(C(NC(O2)C2CCCCCCCCCC2)=O)CC(N1)(C)C)C